1-(2,5-Dimethylthiophen-3-yl)-2-(pyridin-3-yl)ethanone CC=1SC(=CC1C(CC=1C=NC=CC1)=O)C